(1R,2S,5S)-3-(N-(2-fluorophenyl)-sulfamoyl)-6,6-dimethyl-N-((S)-3-oxo-1-((S)-2-oxopyrrolidin-3-yl)-4-(trifluoromethoxy)butan-2-yl)-3-azabicyclo-[3.1.0]hexane-2-carboxamide FC1=C(C=CC=C1)NS(=O)(=O)N1[C@@H]([C@H]2C([C@H]2C1)(C)C)C(=O)N[C@@H](C[C@H]1C(NCC1)=O)C(COC(F)(F)F)=O